ClC1=C(C(=CC=C1)Cl)CC(=O)N1[C@H](C2=CC=CC(=C2C[C@@H]1CO)C=1C=NN(C1)C1COC1)C 2-(2,6-Dichlorophenyl)-1-((1S,3R)-3-(hydroxymethyl)-1-methyl-5-(1-(oxetan-3-yl)-1H-pyrazol-4-yl)-3,4-dihydroisochinolin-2(1H)-yl)ethan-1-on